C(=O)(O)CSC[C@H](N)C(=O)O S-carboxymethyl-cystein